COC(CN1CCC(CC1)CC)COC 1-(2,3-dimethoxypropyl)-4-ethylpiperidine